FC(C1=CC=C(C(=N1)OC)[C@H]1C(O[C@]([C@H]1C)(C(F)(F)F)C)O)F (3S,4S,5R)-3-(6-(difluoromethyl)-2-methoxypyridin-3-yl)-4,5-dimethyl-5-(trifluoromethyl)tetrahydrofuran-2-ol